N-(2-Amino-ethyl)-methanesulfonamide hydrochloride salt Cl.NCCNS(=O)(=O)C